3-(6-fluoro-1-oxo-5-(trifluoromethoxy)isoindolin-2-yl)piperidine-2,6-dione FC1=C(C=C2CN(C(C2=C1)=O)C1C(NC(CC1)=O)=O)OC(F)(F)F